C(C)(C)(C)OC(=O)NC(C(=O)OC(C)C)CC(C(C)NCCOCCOCC#C)C1=C(C(=CC=C1F)F)F Isopropyl 2-(tert-butoxycarbonylamino)-5-[2-(2-prop-2-ynoxyethoxy)ethylamino]-4-(2,3,6-trifluorophenyl)hexanoate